ClC1=CC=C(CN2C3(CN(C3)C3=CC=CC=C3)C(N(CC2=O)C(C)C)=O)C=C1 5-(4-chlorobenzyl)-8-isopropyl-2-phenyl-2,5,8-triazaspiro[3.5]nonane-6,9-dione